(S)-3-(1H-benzo[d]imidazol-5-yl)-4-(4-(4,4-difluorocyclohexyl)phenyl)oxazolidin-2-one N1C=NC2=C1C=CC(=C2)N2C(OC[C@@H]2C2=CC=C(C=C2)C2CCC(CC2)(F)F)=O